methyl 2-acetoxy-4-((6-(4-(trifluoromethyl)phenyl)-1,2,4,4a,5,6-hexahydro-3H-pyrazino[1,2-a]quinoxalin-3-yl)methyl)benzoate C(C)(=O)OC1=C(C(=O)OC)C=CC(=C1)CN1CC2N(C3=CC=CC=C3N(C2)C2=CC=C(C=C2)C(F)(F)F)CC1